Ethyl 2-(2,6-dibromo-4-((5-oxo-4-(4-(trifluoromethoxy) phenyl)-4,5-dihydro-1H-1,2,4-triazol-1-yl)methyl)phenoxy)-2-methylpropionate BrC1=C(OC(C(=O)OCC)(C)C)C(=CC(=C1)CN1N=CN(C1=O)C1=CC=C(C=C1)OC(F)(F)F)Br